thenyl mercaptan C1(=CC=CS1)CS